CC1=NN(C(=C1C=1C=CC(=NC1F)NC([C@H](C1CCC(CC1)C)NC(=O)C=1C(=NOC1)C(C)C)=O)C)COCC[Si](C)(C)C N-[(1S)-2-[[5-[3,5-dimethyl-1-(2-trimethylsilylethoxymethyl)pyrazol-4-yl]-6-fluoro-2-pyridyl]amino]-1-(4-methylcyclohexyl)-2-oxo-ethyl]-3-isopropyl-isoxazole-4-carboxamide